4-METHOXY-3-PHENYLISOTHIAZOLE-5-CARBOXYLIC ACID COC=1C(=NSC1C(=O)O)C1=CC=CC=C1